1-isobutyl-1,5,6,7-tetrahydro-s-indacene C(C(C)C)C1C=CC2=CC=3CCCC3C=C12